2-amino-6-methyl-5-nitro-4-pyrimidinone NC1=NC(=C(C(N1)=O)[N+](=O)[O-])C